ClC=1C=CC(=C(C1)CCO)F 2-(5-chloro-2-fluorophenyl)ethanol